CN1CN2CCOC3=C4C2=C1C=NC4=CC=C3 2-methyl-9,10-dihydro-8-oxa-2,4,10a-triazanaphtho[2,1,8-cde]azulene